4-iodo-5-amino-3-methyl-1-phenylpyrazole IC=1C(=NN(C1N)C1=CC=CC=C1)C